ClC=1C=C(C=CC1OCC1=NC=CC=C1)NC1=C(C=NC2=CC(=C(C=C12)NC(C=CC1NCCC1)=O)OCC)C#N N-(4-((3-chloro-4-(pyridin-2-ylmethoxy)phenyl)amino)-3-cyano-7-ethoxyquinolin-6-yl)-3-(pyrrolidin-2-yl)acrylamide